3-(3-((2-((2-cyclopropyl-4-(4-methylpiperazin-1-yl)phenyl)amino)-5-(difluoromethyl)pyrimidin-4-yl)amino)propyl)-1,3-oxazinan-2-one C1(CC1)C1=C(C=CC(=C1)N1CCN(CC1)C)NC1=NC=C(C(=N1)NCCCN1C(OCCC1)=O)C(F)F